FC(C1=CC=C(C=C1)C1=CC=CC=C1)S(=O)(=O)[O-] fluoro-[1,1'-biphenyl]-4-ylmethylsulfonate